2',4'-dimethylacetophenone CC1=C(C=CC(=C1)C)C(C)=O